N1(N=CN=C1)CC1(C(CC2=CC(=CC=C12)OC1=CC=C(C=C1)OC(F)(F)F)(C)C)O 1-((1H-1,2,4-triazol-1-yl)methyl)-5-(4-trifluoromethoxyphenoxy)-2,2-dimethyl-2,3-dihydro-1H-inden-1-ol